C[Si](CCN(C(=O)O[C@](C)(F)C1=CC=C(C=C1)Br)CCCN)(C)C (R)-alpha-fluoro-4-bromophenyl-ethanol 2-(trimethylsilyl)ethyl-(3-aminopropyl)carbamate